CC(C#N)(C)C1=NC=C(C=C1)NCC#CC=1N(C2=CC=CC(=C2C1)NC1CNCC1)CC(F)(F)F 2-methyl-2-{5-[(3-{4-[(pyrrolidin-3-yl)amino]-1-(2,2,2-trifluoroethyl)-1H-indol-2-yl}prop-2-yn-1-yl)amino]pyridin-2-yl}propanenitrile